pyrido[3,4-d]pyridazin-4(3H)-one hydrochloride Cl.C=1C2=C(C(NN1)=O)C=NC=C2